stibium-manganese [Mn].[Sb]